4-[methyl-(1,2,3,4-tetrahydro-naphthalen-1-ylmethyl)-amino]-phenoxy-pyrido[3,4-d]pyrimidin-4-ol CN(C1=CC=C(OC=2N=C(C3=C(N2)C=NC=C3)O)C=C1)CC1CCCC3=CC=CC=C13